C1(=CC=CC=C1)[O-].C1(=CC=CC=C1)[O-].[K+].[K+] dipotassium bisphenolate